5-(2-ethoxy-3-pyridinyl)-1-isopropyl-3-methyl-N-(pyrazin-2-ylmethyl)pyrazolo[4,3-b]pyridin-7-amine C(C)OC1=NC=CC=C1C1=CC(=C2C(=N1)C(=NN2C(C)C)C)NCC2=NC=CN=C2